N1=C(C=CC=C1)C1=NC=CC=C1.C1=CC=CC=2C3=CC=CC=C3NC12 carbazole bipyridine salt